3-(4-Chloro-phenyl)-adamantane-1-carboxylic acid [2-(1-methyl-pyrrolidin-2-yl)-ethyl]-amide CN1C(CCC1)CCNC(=O)C12CC3(CC(CC(C1)C3)C2)C2=CC=C(C=C2)Cl